CNC(=O)C=1SC(=CC1C(=O)O)[N+](=O)[O-] 2-(Methylcarbamoyl)-5-nitrothiophene-3-carboxylic acid